1,3-dichloro-5-(trans-2,2-dichloro-3-(diethoxy-methyl)cyclopropyl)benzene ClC1=CC(=CC(=C1)[C@@H]1C([C@H]1C(OCC)OCC)(Cl)Cl)Cl